4,4,5,5-tetramethyl-2-(3-methyl-4-propylsulfonyl-phenyl)-1,3,2-dioxaborolane CC1(OB(OC1(C)C)C1=CC(=C(C=C1)S(=O)(=O)CCC)C)C